C(C)(C)N1N=CC(=C1)C=1C2=C(C(N(C1)C1=CC=C(C=C1)OC(F)(F)F)=O)N(C=N2)C 7-(1-isopropyl-1H-pyrazol-4-yl)-3-methyl-5-(4-(trifluoromethoxy)phenyl)-3,5-dihydro-4H-imidazo[4,5-c]pyridin-4-one